CC1=CC2=CC3=CC=CC=C3N=C2C=C1CS(=O)(=O)C 2-methyl-3-((methanesulfonyl)methyl)acridine